4,5-dihydroxyl-isophthalaldehyde OC1=C(C=C(C=O)C=C1O)C=O